C1(CC1)C=1N=C(N(C1)C(=O)NCCC(C)C)OC 4-Cyclopropyl-N-iso-pentyl-2-methoxy-1H-imidazole-1-carboxamide